C(C)C1=NC=2N(C(=C1)NCC1(CCOCC1)C1=CC=CC=C1)N=CN2 5-ethyl-N-[(tetrahydro-4-phenyl-2H-pyran-4-yl)methyl]-[1,2,4]triazolo[1,5-a]pyrimidin-7-amine